C(C)(=O)NC1=CC=C(C=N1)C1=CN=C2N1C=C(N=C2)C(=O)N(C)C2=CC(=C(C=C2)F)OC 3-(6-acetamido-3-pyridyl)-N-(4-fluoro-3-methoxy-phenyl)-N-methyl-imidazo[1,2-a]pyrazine-6-carboxamide